α,α'-Di-(4-hydroxyphenyl)-p-diisopropyl-benzol OC1=CC=C(C=C1)C(C)(C)C1=CC=C(C=C1)C(C)(C)C1=CC=C(C=C1)O